C(N)(=O)C1=NC=CC(=C1)NC(=O)C=1C(=NC2=CC(=C(C=C2C1)F)F)N1CCC(CCC1)(F)F N-(2-carbamoylpyridine-4-yl)-2-(4,4-difluoroazepan-1-yl)-6,7-difluoroquinoline-3-carboxamide